ClCCC=COOC=CCCCl 4-chlorobutenyl peroxide